C1(CCCC1)NC(N(C)C1=CC=2OC(C(=CC2S1)C(=O)OC)=O)=O methyl 2-(3-cyclopentyl-1-methylureido)-5-oxo-5H-thieno[3,2-b]pyran-6-carboxylate